ClC1=NC(=CC(=C1CN1C=NC(=C(C1=O)OC=1C(=C(C#N)C=C(C1)C(F)F)C)C(F)(F)F)C)C 3-((1-((2-chloro-4,6-dimethylpyridin-3-yl)methyl)-6-oxo-4-(trifluoromethyl)-1,6-dihydropyrimidin-5-yl)oxy)-5-(difluoromethyl)-2-methylbenzonitrile